1-(((S)-10-hydroxy-7-((S)-4,4,4-trifluoro-2-(hydroxymethyl)butanoyl)-7-azaspiro[4.5]decan-10-yl)methyl)-N,N-dimethyl-6-oxo-4-phenyl-1,6-dihydropyridine-3-carboxamide O[C@]1(CCN(CC12CCCC2)C([C@@H](CC(F)(F)F)CO)=O)CN2C=C(C(=CC2=O)C2=CC=CC=C2)C(=O)N(C)C